ClC1=NC=2CCCC(C2C=C1)NC(=O)C=1N=NN(C1)CC=1C=C2C=CC(=NC2=CC1)C 1-(2-Methyl-quinolin-6-ylmethyl)-1H-[1,2,3]triazole-4-carboxylic acid (2-chloro-5,6,7,8-tetrahydroquinolin-5-yl)-amide